8-ethyl-5-(((1R,3R)-3-methylcyclohexyl)oxy)quinoline-4-carboxylic acid C(C)C=1C=CC(=C2C(=CC=NC12)C(=O)O)O[C@H]1C[C@@H](CCC1)C